(R)-6-chloro-3-((1-(2-(4,4-difluoropiperidin-1-yl)-3-ethyl-6-fluoro-4-oxo-3,4-dihydroquinazolin-8-yl)ethyl)amino)picolinic acid ClC1=CC=C(C(=N1)C(=O)O)N[C@H](C)C=1C=C(C=C2C(N(C(=NC12)N1CCC(CC1)(F)F)CC)=O)F